C(C)C1(CCC(CC1)(C(=O)O)CC)C(=O)O diethyl-1,4-cyclohexanedicarboxylic acid